(9H-fluoren-9-yl)methyl (1-hydroxypropan-2-yl)carbamate OCC(C)NC(OCC1C2=CC=CC=C2C=2C=CC=CC12)=O